ClC1=NC2=C(C(=C(C=C2C(=C1I)NC1C2CN(C1C2)C(=O)[O-])CCC#N)C2=C(C(=CC=C2)Cl)Cl)F 5-((2-chloro-6-(2-cyanoethyl)-7-(2,3-dichlorophenyl)-8-fluoro-3-iodoquinolin-4-yl)amino)-2-azabicyclo[2.1.1]hexane-2-carboxylate